C1(=C(C=C(C=C1)C)C)C1(NC(=NC=N1)C1=C(C=C(C=C1)C)C)C1=C(C=C(C=C1)OCCCCCCCC)O 2-[2,6-di(2,4-xylyl)-1,3,5-triazin-2-yl]-5-Octyloxyphenol